C(C)(C)C1=NC=2C=NC=NC2NC1=O 6-isopropyl-7(8H)pteridinone